FC=1C(=C(C=CC1)C(=O)N1[C@@H]2[C@@H](C[C@H](C1)CC2)NC2=NC=C(C=C2)C)C2=NC=CC=N2 (3-fluoro-2-(pyrimidin-2-yl)phenyl)((1S,4R,6R)-6-((5-methylpyridin-2-yl)amino)-2-azabicyclo[2.2.2]oct-2-yl)methanone